CC(C)C(C(C(=O)OC)O)C(=O)[O-] The molecule is the conjugate base of a succinic acid monoester having an isopropyl substituent at the 2-position and a hydroxy substituent at the 3-position. It has a role as a Saccharomyces cerevisiae metabolite. It is a monocarboxylic acid anion and a carboxylic ester. It derives from a succinic acid. It is a conjugate base of a 3-hydroxy-2-isopropyl-4-methoxy-4-oxobutanoic acid.